C(C)(=O)N1CCC(CC1)COC1=CC2=C(C(N(CCO2)C[C@@H](CN2CC3=CC=CC=C3CC2)O)=O)C=C1 8-[(1-acetyl-4-piperidyl)methoxy]-4-[(2R)-3-(3,4-dihydro-1H-isoquinolin-2-yl)-2-hydroxy-propyl]-2,3-dihydro-1,4-benzoxazepine-5-one